FC(C1=CC=C(C=C1)N1C=CC2=CC(=CC=C12)C(C(=O)N)C=C)(F)F (1-(4-(trifluoromethyl)phenyl)-1H-indol-5-yl)but-3-enamide